FC1=C(C=C(C=C1)F)[C@H]1N(CC[C@H](C1)NC(C)C)C(=O)N1CC2(CCCC2)[C@@H](CC1)CN1C=NC2=CC=C(C=C2C1=O)F 3-(((R)-7-((2S,4R)-2-(2,5-Difluorophenyl)-4-(isopropylamino)piperidine-1-carbonyl)-7-azaspiro[4.5]decan-10-yl)methyl)-6-fluoroquinazolin-4(3H)-one